O[C@H]1[C@@H](CN(CCC1)C(=O)OC(C)(C)C)C tert-butyl (3R,4R)-4-hydroxy-3-methylazepane-1-carboxylate